NC1=C(C2=C(S1)C(CC2)C(=O)OCC)C(C2=C(C=CC=C2F)Cl)=O ethyl 2-amino-3-(2-chloro-6-fluoro-benzoyl)-5,6-dihydro-4H-cyclopenta[b]thiophene-6-carboxylate